[2H]C(C#C)([2H])N1C(C2(CC2)OC2=C1C=C(C(=C2)F)N2C(NC(=CC2=O)C(F)(F)F)=O)=O 3-[4-(1,1-dideuterioprop-2-ynyl)-7-fluoro-3-oxo-spiro[1,4-benzoxazine-2,1'-cyclopropane]-6-yl]-6-(trifluoromethyl)-1H-pyrimidine-2,4-dione